osmium(III) bromide [Os](Br)(Br)Br